C(=O)C1CCC(CC1)C=1SC2=C(N1)C=C(C(=C2)NC(=O)C2=NC(=NC=C2)C(F)(F)F)C(C)(C)O N-[2-(4-formylcyclohexyl)-5-(1-hydroxy-1-methyl-ethyl)-1,3-benzothiazol-6-yl]-2-(trifluoromethyl)pyrimidine-4-carboxamide